N-[4-cyano-3-oxo-4-(tributyl-λ5-phosphanylidene)butan-2-yl]-N-(2-methoxyphenyl)formamide C(#N)C(C(C(C)N(C=O)C1=C(C=CC=C1)OC)=O)=P(CCCC)(CCCC)CCCC